OCCOC1=NNC2=NC=C(C=C21)O[C@@H]2CC[C@H](CC2)N2C(N(CC2=O)C=2C=NC=C(C2)C(F)(F)F)=O 3-(trans-4-{[3-(2-hydroxyethoxy)-1H-pyrazolo[3,4-b]pyridin-5-yl]oxy}cyclohexyl)-1-[5-(trifluoromethyl)-3-pyridinyl]-2,4-imidazolidinedione